(R)-2-hydroxy-3-(3-hydroxy-5-(1-phenyl-1H-pyrazol-4-yl)picolinamido)propanoic acid O[C@@H](C(=O)O)CNC(C1=NC=C(C=C1O)C=1C=NN(C1)C1=CC=CC=C1)=O